(S)-4-bromo-N-(1-(6,7-difluoro-2-methyl-1-oxo-1,2-dihydroisoquinolin-4-yl)ethyl)-3-fluoro-N-methylbenzamide BrC1=C(C=C(C(=O)N(C)[C@@H](C)C2=CN(C(C3=CC(=C(C=C23)F)F)=O)C)C=C1)F